C1(CCCCC1)C=1C=C2C3=C(C=C(C(=C3)C3CCCCC3)O)C3(CCC3)OC2=CC1O 2,9-dicyclohexylspiro[benzo[c]chromene-6,1'-cyclobutane]-3,8-diol